1,2,3,4-tetrahydroisoquinoline-1,1,4,4-d4 C1(NCC(C2=CC=CC=C12)([2H])[2H])([2H])[2H]